1-amino-iodopyrazine NN1C(C=NC=C1)I